2-(1-(4-hydroxybutyl)piperidin-4-yl)propane-1,3-diyl bis(2-butyldecanoate) C(CCC)C(C(=O)OCC(COC(C(CCCCCCCC)CCCC)=O)C1CCN(CC1)CCCCO)CCCCCCCC